The molecule is a tripeptide composed of glycine, L-arginine and L-proline joined in sequence by peptide linkages. It derives from a glycine, a L-arginine and a L-proline. C1C[C@H](N(C1)C(=O)[C@H](CCCN=C(N)N)NC(=O)CN)C(=O)O